CC=1C=CC(=NC1)NC(=O)C=1C=2C[C@@H]3[C@H](C2N(N1)C1=C(C=C(C=C1)F)F)C3 (1aR,5aR)-2-(2,4-Difluoro-phenyl)-1a,2,5,5a-tetrahydro-1H-2,3-diaza-cyclopropa[a]pentalene-4-carboxylic acid (5-methyl-pyridin-2-yl)-amide